(S)-1-(4-(3,4-dichlorophenyl)-5-(isopropylthio)thiazol-2-yl)-3-methyl-4-(2-methyl-6-((tetrahydrofuran-3-yl)oxy)pyridin-4-yl)-1H-pyrazole-5-carboxylic acid ClC=1C=C(C=CC1Cl)C=1N=C(SC1SC(C)C)N1N=C(C(=C1C(=O)O)C1=CC(=NC(=C1)O[C@@H]1COCC1)C)C